Cl.CC12CC3(CC(CC(C1)(C3)C)C2)N 3,5-Dimethyl-tricyclo[3.3.1.13,7]decan-1-amine hydrochloride